BrC1=C(N)C=CC(=C1)OCC1=CC(=C(C=C1)C1CCCC1)C(F)(F)F 2-Bromo-4-((4-cyclopentyl-3-(trifluoromethyl)benzyl)oxy)aniline